CON=CC(=O)[O-] 2-methoxyimino-acetate